FC(C1(CC1)COC1(N(CCCC1)C1CCNCC1)C)F [1-(difluoromethyl)cyclopropyl]methoxy[methyl][1,4'-bipiperidin]